NC1=NC(=NC2=CC=CC=C12)C1=CC=CC=C1 (S)-4-amino-2-phenylquinazoline